BrC1=CC=C(CN2C(N(C(C=C2)=O)CC=2C=NN(C2)C)=O)C=C1 1-(4-bromobenzyl)-3-(1-methyl-1H-pyrazol-4-yl)methylpyrimidine-2,4(1H,3H)-dione